ClC=1C=CC2=C(CC3(CC=4N2C(=NN4)C4CCC(CC4)(CCC)OCC)OCCO3)C1 8'-chloro-1'-(trans-4-ethoxy-4-propylcyclohexyl)-4'H,6'H-spiro[1,3-dioxolane-2,5'-[1,2,4]triazolo[4,3-a][1]benzazepine]